FC=1C=CC(=C(C1)C(C(=O)OC)C(=O)OC)[N+](=O)[O-] dimethyl 2-(5-fluoro-2-nitrophenyl)-malonate